(5-(6-chloropyridin-3-yl)-1H-pyrazol-3-yl)amino-3-methylphenol ClC1=CC=C(C=N1)C1=CC(=NN1)NC1=C(C=CC=C1C)O